OC(COC=1C=C(C=2N(C1)N=CC2C#N)C=2C=CC(=NC2)C=2CCN(CC2)CC2=CC=C(C=C2)OC)(C)C 6-(2-hydroxy-2-methylpropoxy)-4-(1'-(4-methoxybenzyl)-1',2',3',6'-tetrahydro-[2,4'-bipyridin]-5-yl)pyrazolo[1,5-a]pyridine-3-carbonitrile